N-(3-((1R,3S)-3-aminocyclopentane-1-carboxamido)propyl)-2-ethyl-4-((3-(3-(trifluoromethyl)-1H-pyrazol-4-yl)imidazo[1,2-a]pyrazin-8-yl)amino)benzamide formate C(=O)O.N[C@@H]1C[C@@H](CC1)C(=O)NCCCNC(C1=C(C=C(C=C1)NC=1C=2N(C=CN1)C(=CN2)C=2C(=NNC2)C(F)(F)F)CC)=O